C1(=CC=CC=C1)N1C(=NC2=C1C=CC=C2)C=2C=C(C=CC2)B(O)O 3-(1-phenyl-1H-benzimidazol-2-yl)phenylboronic acid